3-(((R)-7-((2S,4R)-4-amino-2-(2,4-difluorophenyl)piperidine-1-carbonyl)-7-azaspiro[4.5]dec-10-yl)methyl)-6-phenylpyrimidin-4(3H)-one N[C@H]1C[C@H](N(CC1)C(=O)N1CC2(CCCC2)[C@@H](CC1)CN1C=NC(=CC1=O)C1=CC=CC=C1)C1=C(C=C(C=C1)F)F